C(C1=CC=CC=C1)[C@H]1N(C(OC1)=O)C(=O)[C@@H]1CN(C[C@H]1C1=CC=C(C=C1)Cl)C(=O)OC(C)(C)C tert-butyl (3S,4R)-3-{[(4R)-4-benzyl-2-oxo-1,3-oxazolidin-3-yl]carbonyl}-4-(4-chlorophenyl)pyrrolidine-1-carboxylate